COCCN1C2CC(CC1CC2)N2CCC(CC2)C=2C=C(C1=C(N(C(=N1)C1=CC=C(C=C1)S(=O)(=O)C)C)C2)C 6-(1-(8-(2-methoxyethyl)-8-azabicyclo[3.2.1]octan-3-yl)piperidin-4-yl)-1,4-dimethyl-2-(4-(methylsulfonyl)phenyl)-1H-benzo[d]imidazole